5,6-dimethoxy-2-(4-piperidinylmethyl)-1-indenone COC=1C=C2C=C(C(C2=CC1OC)=O)CC1CCNCC1